3-((2-fluoro-4-(5-(trifluoromethyl)-1,2,4-oxadiazol-3-yl)benzyl)amino)-4-((oxazol-4-ylmethyl)amino)cyclobut-3-ene-1,2-dione FC1=C(CNC=2C(C(C2NCC=2N=COC2)=O)=O)C=CC(=C1)C1=NOC(=N1)C(F)(F)F